[NH4+].C(CC(=O)C)(=O)NC=1C=C(C)C(=CC1OC)S(=O)(=O)[O-] 3-acetoacetylamino-4-methoxytoluene-6-sulfonic acid ammonium salt